FC=1C=CC(=C(C1)NC(=O)NC1=CC(=CC=C1)OC)CO 1-(5-fluoro-2-hydroxymethylphenyl)-3-(3-methoxyphenyl)urea